2-Amino-3,7-dideoxy-D-threo-hept-6-ulosonic acid CC(=O)[C@H]([C@@H](C[C@@H](C(=O)O)N)O)O